tert-butyl 2-benzamido-7a-(2-fluoro-5-(4,4,5,5-tetramethyl-1,3,2-dioxaborolan-2-yl)phenyl)-4a,5,7,7a-tetrahydropyrrolo[3,4-d][1,3]thiazine-6(4H)-carboxylate C(C1=CC=CC=C1)(=O)NC=1SCC2C(N1)(CN(C2)C(=O)OC(C)(C)C)C2=C(C=CC(=C2)B2OC(C(O2)(C)C)(C)C)F